1,3-dimethyl-4-chloro-melamine CN1C(N)N(C(N)(N=C1N)Cl)C